CN1C=C(C=C(C1=O)C)C=1NC2=CC=C(C=C2C1C(C)C)C1CCN(CC1)C(C(=O)O)(C)C 2-(4-(2-(1,5-dimethyl-6-oxo-1,6-dihydropyridin-3-yl)-3-isopropyl-1H-indol-5-yl)piperidin-1-yl)-2-methylpropionic acid